CC=1C(=C2C=CN=C(C2=CC1)NC1=CC(=NC=C1)C(F)(F)F)[N+](=O)[O-] 6-methyl-5-nitro-N-(2-(trifluoromethyl)pyridin-4-yl)isoquinolin-1-amine